IC1=C(CO)C=C(C=C1)I 2,5-diiodobenzyl alcohol